BrCCCC\C=C/CC (5Z)-1-bromo-5-octene